trans-1-amino-3-cyclopropylcyclohexane-1-carboxylic acid N[C@@]1(C[C@H](CCC1)C1CC1)C(=O)O